C(C=C)OC(=O)N1C[C@H]2N(C(C3=C1C=C(C(=C3)OC)OCCCCCBr)=O)C=C(C2)C2=CC=C(C=C2)N2CCN(CC2)C (S)-8-((5-bromopentyl)oxy)-7-methoxy-2-(4-(4-methylpiperazin-1-yl)phenyl)-5-oxo-11,11a-dihydro-1H-benzo[e]pyrrolo[1,2-a][1,4]diazepine-10(5H)-carboxylic acid allyl ester